C(C)C1=C(C(=O)NCCOCCNC(OC(C)(C)C)=O)C=CC(=C1)NC=1C=2N(C=CN1)C(=CN2)I tert-butyl N-[2-[2-[[2-ethyl-4-[(3-iodoimidazo[1,2-a]pyrazin-8-yl)amino]benzoyl]amino]ethoxy] ethyl]carbamate